4-(((3S,4R)-3-fluoro-1-methylpiperidin-4-yl)amino)-1-(2,2,2-trifluoroethyl)-1H-indole-2-carbohydrazide F[C@H]1CN(CC[C@H]1NC1=C2C=C(N(C2=CC=C1)CC(F)(F)F)C(=O)NN)C